N1-methyl-5-phenoxybenzene-1,2-diamine CNC=1C(=CC=C(C1)OC1=CC=CC=C1)N